1-hydroxy-N,6,6,9-tetramethyl-3-pentyl-N-(pyridin-3-ylmethyl)-6a,7,8,10a-tetrahydro-6H-benzo[c]chromene-2-carboxamide OC1=C2C3C(C(OC2=CC(=C1C(=O)N(CC=1C=NC=CC1)C)CCCCC)(C)C)CCC(=C3)C